N-vinyl-piperidine C(=C)N1CCCCC1